[Si](C1=CC=CC=C1)(C1=CC=CC=C1)(C(C)(C)C)OCC1=NN(C=N1)C 3-(((tert-butyldiphenylsilyl)oxy)methyl)-1-methyl-1H-1,2,4-triazole